2-(4-bromo-[2,4'-bipyrimidin]-2'-yl)-5-methoxyisoindoline BrC1=NC(=NC=C1)C1=NC(=NC=C1)N1CC2=CC=C(C=C2C1)OC